BrC1=NC=2C=C(C=CC2C2=C1C=NN2C)CN(C(=O)C=2C=NC(=CC2)N2CC(CC2)(F)F)C2=C(C=C(C=C2)F)S(=O)(=O)C N-({4-bromo-1-methyl-1H-pyrazolo[4,3-c]quinolin-7-yl}methyl)-6-(3,3-difluoropyrrolidin-1-yl)-N-(4-fluoro-2-methanesulfonylphenyl)pyridine-3-carboxamide